2,3-bis(oleoyloxy)propan-1-aminium C(CCCCCCC\C=C/CCCCCCCC)(=O)OC(C[NH3+])COC(CCCCCCC\C=C/CCCCCCCC)=O